ClC1=CC=C(C=C1)CNC(=O)NC1=CC=C(C=C1)CNC(=O)C1CCC1 {[(4-chlorophenyl)methyl]amino}-N-{4-[(cyclobutylcarbonylamino)methyl]phenyl}carboxamide